C(=C\Cl)\Cl cis-dichloroethylene